C(C)(C)(C)OC(=O)N(C1=NN2C(CN(CCC2)C(=O)OC(C)(C)C)=C1C)C tert-butyl 2-((tert-butoxycarbonyl)(methyl)amino)-3-methyl-7,8-dihydro-4H-pyrazolo[1,5-a][1,4]diazepine-5(6H)-carboxylate